ClC=1C=C(C=CC1)NS(=O)(=O)C=1C=2C3=C(C(N(C3=CC1)CC)=O)C=CC2 N-(3-chlorophenyl)-1-ethyl-2-oxo-1,2-dihydrobenzo[cd]indole-6-sulfonamide